Cl.N1CCCC1 Pyrrolidine hydrochloride